OC(C)(C)CCC[C@@H](C)[C@H]1CC[C@H]2[C@@H]3CC=C4C[C@@H](O)CC[C@]4(C)[C@H]3CC[C@]12C 25-Hydroxy-cholesterol